ClC1=C(COC(=O)NCC=2C(=NOC2C2=CC=C(C(=N2)C)NC(=O)C2C(CCCC2)C(=O)O)C)C=CC=C1 2-((6-(4-(((((2-chlorobenzyl)oxy)carbonyl)amino)methyl)-3-methylisoxazol-5-yl)-2-methylpyridin-3-yl)carbamoyl)cyclohexane-1-carboxylic acid